NCN1CCC(CC1)O (aminomethyl)-4-hydroxypiperidin